C(C1=CC=CC=C1)OC(CC(=O)NC(COCCC(=O)O)COCCC(=O)O)=O 3,3'-((2-(3-(benzyloxy)-3-oxopropanamido)propane-1,3-diyl)bis(oxy))dipropionic acid